N-(4-((2-methoxyethyl)amino)-2-methylphenyl)benzamide COCCNC1=CC(=C(C=C1)NC(C1=CC=CC=C1)=O)C